O1COCC2=C1C=CC=C2C=2N=C(NC2C2=NC(=CC=C2)C)C(C)(C)C 2-(4-(1,3-benzodioxan-5-yl)-2-(1,1-dimethylethyl)-1H-imidazol-5-yl)-6-methylpyridine